C(C)C1C(NC2=C(O1)C=CC(=C2)C(=O)O)=O 2-ethyl-3-oxo-3,4-dihydro-2H-benzo[b][1,4]oxazine-6-carboxylic acid